(R)-6-((3-hydroxy-4-oxo-4-(4-(5-(trifluoromethyl)pyrimidin-2-yl)piperazin-1-yl)butyl)amino)-4-(trifluoromethyl)pyridazin-3(2H)-one O[C@H](CCNC=1C=C(C(NN1)=O)C(F)(F)F)C(N1CCN(CC1)C1=NC=C(C=N1)C(F)(F)F)=O